ClC=1C=C2C(=CC(=NC2=CC1)C(F)(F)F)N[C@@H]1C[C@@H](CCC1)NC(=O)C1=CC(=NC=C1)O N-[(1R,3S)-3-{[6-chloro-2-(trifluoromethyl)quinolin-4-yl]amino}cyclohexyl]-2-hydroxypyridine-4-carboxamide